O1N=C(C2=C1C1=CC=CC=C1C1(C2)CC1)C(=O)OCC ethyl 4'H-spiro[cyclopropane-1,5'-naphtho[2,1-d]isoxazole]-3'-carboxylate